iron bis(trimethylsilyl)amide C[Si](C)(C)[N-][Si](C)(C)C.[Fe+2].C[Si](C)(C)[N-][Si](C)(C)C